ClC=1C=C(C=C2C(=CNC12)C=O)OC 7-CHLORO-5-METHOXYINDOLE-3-CARBOXALDEHYDE